BrC1=CC=C(C(=C1)C1=CC(=CC=C1)[N+](=O)[O-])C(=O)NNC(NC)=S 2-(5-Bromo-3'-nitro-[1,1'-biphenyl]-2-carbonyl)-N-methylhydrazine-1-carbothioamide